ethyl 3-(3-oxo-2-propyl-2,8-diazaspiro[4.5]decan-8-yl)-8-azabicyclo[3.2.1]octane-8-carboxylate O=C1N(CC2(C1)CCN(CC2)C2CC1CCC(C2)N1C(=O)OCC)CCC